methyl ((R)-2-((4-cyano-3-methoxybenzyl) oxy)henicosyl) hydrogen phosphate P(=O)(OC)(OC[C@@H](CCCCCCCCCCCCCCCCCCC)OCC1=CC(=C(C=C1)C#N)OC)O